3-(5-Amino-6-(pyrimidin-5-yl)pyrazin-2-yl)-N-(4-cyanobicyclo[2.1.1]hexan-1-yl)-4-(methyl-d3)benzenesulfonamide trifluoroacetate salt FC(C(=O)O)(F)F.NC=1N=CC(=NC1C=1C=NC=NC1)C=1C=C(C=CC1C([2H])([2H])[2H])S(=O)(=O)NC12CCC(C1)(C2)C#N